2,4-dichloro-N-[5-[4-[14-[4-[4-[(2,6-dioxo-3-piperidyl)amino]phenyl]piperazin-1-yl]-14-oxo-tetradecanoyl]piperazine-1-carbonyl]-2-phenyl-pyrazol-3-yl]-5-(2-pyridyl)benzamide ClC1=C(C(=O)NC=2N(N=C(C2)C(=O)N2CCN(CC2)C(CCCCCCCCCCCCC(=O)N2CCN(CC2)C2=CC=C(C=C2)NC2C(NC(CC2)=O)=O)=O)C2=CC=CC=C2)C=C(C(=C1)Cl)C1=NC=CC=C1